dipotassium dithionate S(=O)(=O)([O-])S(=O)(=O)[O-].[K+].[K+]